(3-(1-(2-(6-(Difluoromethyl)imidazo[1,2-a]pyrazin-3-yl)pyrimidin-4-yl)piperidin-3-yl)-1H-pyrazol-5-yl)methanol FC(C=1N=CC=2N(C1)C(=CN2)C2=NC=CC(=N2)N2CC(CCC2)C2=NNC(=C2)CO)F